2-(±)-Ethyl 1-(4-bromo-3,5-dimethyl-phenyl)-5-phenyl-pyrazole-4-carboxylate BrC1=C(C=C(C=C1C)N1N=CC(=C1C1=CC=CC=C1)C(=O)OCC)C